COC(=O)C=1C=C2C=CC=C(C2=CC1C(=O)OC)SCCC(=O)O 3-((6,7-bis(methoxycarbonyl)naphthalen-1-yl)thio)propanoic acid